2-(4-(4-(7H-pyrrolo[2,3-d]pyrimidin-4-yl)-3,4-dihydro-2H-1,4-thiazin-6-yl)-1H-pyrazol-1-yl)-N-methylethan-1-amine N1=CN=C(C2=C1NC=C2)N2CCSC(=C2)C=2C=NN(C2)CCNC